BrC=1C=C2C(=C(C=NC2=C(C1)Cl)C(C)(C)O)Cl 2-(6-bromo-4,8-dichloroquinolin-3-yl)propan-2-ol